7-(7-(1H-benzo[f]indazol-4-yl)-2-(((2R,7aS)-2-fluorohexahydro-1H-pyrrolizin-7a-yl)methoxy)-5,6,7,8-tetrahydropyrido[3,4-d]pyrimidin-4-yl)-1,3,7-triazaspiro[4.5]decan-2-one N1N=CC2=C(C3=C(C=C12)C=CC=C3)N3CC=1N=C(N=C(C1CC3)N3CC1(CNC(N1)=O)CCC3)OC[C@]31CCCN1C[C@@H](C3)F